(4S)-N-((R)-(4-chloro-2-fluorophenyl)(3-oxetanyl)methyl)-4-fluoro-1-(3-(methylsulfonyl)benzoyl)-D-prolinamide ClC1=CC(=C(C=C1)[C@H](NC([C@@H]1N(C[C@H](C1)F)C(C1=CC(=CC=C1)S(=O)(=O)C)=O)=O)C1COC1)F